1-[4-(3-chloro-2-fluoro-phenoxy)pyrido[3,2-d]pyrimidin-6-yl]azetidin-3-amine ClC=1C(=C(OC=2C3=C(N=CN2)C=CC(=N3)N3CC(C3)N)C=CC1)F